4-(6-(3,6-diazabicyclo[3.1.1]heptane-6-yl)pyridin-3-yl)-6-ethoxy-1H-pyrazolo[3',4':3,4]pyrazolo[1,5-a]pyridine C12CNCC(N1C1=CC=C(C=N1)C=1C=3N(C=C(C1)OCC)N=C1C3C=NN1)C2